C1(CC1)COC1=CC=C(N=N1)NC([C@H](C)N1C[C@@H](C(CC1)(F)F)O)=O (S)-N-(6-(cyclopropylmethoxy)pyridazin-3-yl)-2-((S)-4,4-difluoro-3-hydroxypiperidin-1-yl)propanamide